N(=[N+]=[N-])CC(C(=O)NC1=C(C=CC=C1)C#N)([Se]C1=CC=C(C=C1)C)C 3-azido-N-(2-cyanophenyl)-2-methyl-2-(p-tolylseleno)propionamide